2-(3,5-dichloro-4-((2-(2-fluorobenzyl)-1-oxo-1,2,3,4-tetraHydroisoquinolin-6-yl)oxy)phenyl)hydrazine ClC=1C=C(C=C(C1OC=1C=C2CCN(C(C2=CC1)=O)CC1=C(C=CC=C1)F)Cl)NN